FC=1C=C(C=C(C1O)F)C1=CC(=CC=C1)C1OC2=C(C1)C=C(C=C2)C(F)(F)F 3,5-difluoro-3'-[5-(trifluoromethyl)-2,3-dihydro-1-benzofuran-2-yl]-4-biphenylol